1,1-Dioxo-3,3-dibutyl-5-phenyl-7-methylthio-8-carboxymethoxy-2,3,4,5-tetrahydro-1,2,5-benzothiadiazepine O=S1(NC(CN(C2=C1C=C(C(=C2)SC)OCC(=O)O)C2=CC=CC=C2)(CCCC)CCCC)=O